(R)-ethyl 2-((5-bromo-6-(4-fluorophenyl)thieno[2,3-d]pyrimidin-4-yl)oxy)-3-(5-formyl-2-((4-methoxybenzyl)oxy)phenyl)propanoate BrC1=C(SC=2N=CN=C(C21)O[C@@H](C(=O)OCC)CC2=C(C=CC(=C2)C=O)OCC2=CC=C(C=C2)OC)C2=CC=C(C=C2)F